7-(1-acryloylpyrrolidin-3-yl)-2-(4-(2-methoxyphenoxy)phenyl)-1H-imidazo[1,2-b]Pyrazole-3-carboxamide C(C=C)(=O)N1CC(CC1)C1=C2N(N=C1)C(=C(N2)C2=CC=C(C=C2)OC2=C(C=CC=C2)OC)C(=O)N